C1(=CC=CC=C1)N1C(C2=CC=CC=C2C=N1)=O 2-phenyl-2,3-naphthyridin-1-one